N-(γ-aminopropyl)-N-methyl-γ-aminopropyl-methyldimethoxysilane diisooctylcyclohexane-1,2-dicarboxylate C(CCCCC(C)C)OC(=O)C1C(CCCC1)C(=O)OCCCCCC(C)C.NCCCN(CCC[Si](OC)(OC)C)C